BrC1=C(C(=O)OC)C=CC(=C1)CNC(=O)NC=1C=CC=C2C=CC=NC12 methyl 2-bromo-4-((3-(quinolin-8-yl)ureido)methyl)benzoate